BrC1=CC2=CC=C(C(=C2C=C1)C=1C(=CC=C2C=C(C=CC12)Br)N)N (1R)-6,6'-dibromo-[1,1'-binaphthyl]-2,2'-diamine